N-[(1S)-1-[[2-chloro-5-[2-[cyclopropyl(hydroxy)methyl]-4-pyridyl]phenyl]methyl]-2-[4-(3-methylimidazol-4-yl)anilino]-2-oxo-ethyl]-1-fluoro-cyclopropanecarboxamide ClC1=C(C=C(C=C1)C1=CC(=NC=C1)C(O)C1CC1)C[C@@H](C(=O)NC1=CC=C(C=C1)C=1N(C=NC1)C)NC(=O)C1(CC1)F